5-[(3-bromo-2-fluoro-phenyl)methyl]-2-[5-[(4,6-difluoro-1H-indol-5-yl)oxy]-2-fluoro-phenyl]-1H-imidazole-4-carboxylic acid BrC=1C(=C(C=CC1)CC1=C(N=C(N1)C1=C(C=CC(=C1)OC=1C(=C2C=CNC2=CC1F)F)F)C(=O)O)F